ClC=1C(=NC=C(C1)C(F)(F)F)N1C(SC2=C1C=C(C(=C2)F)N=C=O)=O (3-chloro-5-(trifluoromethyl)pyridin-2-yl)-6-fluoro-5-isocyanatobenzothiazol-2(3H)-one